ethyltetradecanediamine C(C)C(CCCCCCCCCCCCC)(N)N